[3-[5-(2-cyanopyrimidin-5-yl)-1-(oxazolidin-2-yl)pyrazolo[3,4-b]pyridine-3-carbonyl]-2,6-difluorophenyl]propane-1-sulfonamide C(#N)C1=NC=C(C=N1)C=1C=C2C(=NC1)N(N=C2C(=O)C=2C(=C(C(=CC2)F)C(CC)S(=O)(=O)N)F)C2OCCN2